methyl N-[8-bromo-2-(methanesulfonyl) pyrazolo[1,5-a][1,3,5]triazin-4-yl]glycinate BrC=1C=NN2C1N=C(N=C2NCC(=O)OC)S(=O)(=O)C